4-methyl-1-(phenylsulfonyl)indoline-6-carbonitrile CC1=C2CCN(C2=CC(=C1)C#N)S(=O)(=O)C1=CC=CC=C1